2-((1S,4S)-4-(3-methyl-8-(1-methyl-1H-indazol-5-yl)-7-(1-methyl-1H-pyrazol-4-yl)-2-oxo-3,6-dihydroimidazo[4,5-d]pyrrolo[2,3-b]pyridin-1(2H)-yl)cyclohexyl)acetonitrile CN1C(N(C2=C3C(=NC=C21)NC(=C3C=3C=C2C=NN(C2=CC3)C)C=3C=NN(C3)C)C3CCC(CC3)CC#N)=O